(R)-5-(bicyclo[1.1.1]pentan-1-yl)-7-bromo-3-cyclopentyl-8-methoxy-2,3,4,5-tetrahydrobenzo[f][1,2,5]thiadiazepine 1,1-dioxide C12(CC(C1)C2)N2C[C@H](NS(C1=C2C=C(C(=C1)OC)Br)(=O)=O)C1CCCC1